1,3,5-tri-O-benzoyl-alpha-D-ribofuranose C1=CC=C(C=C1)C(=O)OC[C@@H]2[C@H]([C@H]([C@H](O2)OC(=O)C3=CC=CC=C3)O)OC(=O)C4=CC=CC=C4